(3S)-4-amino-N-((6-cyclopropyl-3-pyridinyl)methyl)-3-methyl-N-(2-propanyl)-1,3-dihydrofuro[3,4-c][1,7]naphthyridine-8-carboxamide NC1=NC=2C=NC(=CC2C2=C1[C@@H](OC2)C)C(=O)N(C(C)C)CC=2C=NC(=CC2)C2CC2